[O-2].[Ce+4].[O-2] cerium(IV)-oxide